methyl (s)-2-(2-(2-(4-((tert-butoxycarbonyl)amino)piperidin-1-yl)thiazole-4-carboxamido)-3-((tert-butyldimethylsilyl)oxy)propanamido)acrylate C(C)(C)(C)OC(=O)NC1CCN(CC1)C=1SC=C(N1)C(=O)N[C@H](C(=O)NC(C(=O)OC)=C)CO[Si](C)(C)C(C)(C)C